4-((1R,3R)-2-(bicyclo[1.1.1]pentan-1-yl)-3-methyl-2,3,4,9-tetrahydro-1H-pyrido[3,4-b]indol-1-yl)phenol C12(CC(C1)C2)N2[C@@H](C=1NC3=CC=CC=C3C1C[C@H]2C)C2=CC=C(C=C2)O